COC1=C(CNC=2C=3N(C=CN2)C(=NC3C3=CC=C(C=C3)CNC(C3=C(C=CC(=C3)F)OC)=O)C3CCC(CC3)C(=O)OC)C=CC(=C1)OC methyl (1r,4r)-4-(8-((2,4-dimethoxybenzyl)amino)-1-(4-((5-fluoro-2-methoxybenzamido)methyl)phenyl)imidazo[1,5-a]pyrazin-3-yl)cyclohexane-1-carboxylate